(S)-1'-(6-(4-fluorophenoxy)pyrido[2,3-b]pyrazin-2-yl)-1,3-dihydrospiro[indene-2,4'-piperidin]-1-amine FC1=CC=C(OC=2C=CC=3C(=NC=C(N3)N3CCC4(CC3)[C@@H](C3=CC=CC=C3C4)N)N2)C=C1